N-difluoromethyl-ammonium chloride [Cl-].FC([NH3+])F